COC1=CC=C(CN2C(OC3=C2C=CC(=C3)CN3C(C2=CC=C(C=C2C3)N3CCOCC3)=O)=O)C=C1 3-(4-methoxybenzyl)-6-((5-morpholino-1-oxoisoindolin-2-yl)methyl)benzo[d]oxazol-2(3H)-one